[C@@H]1(CCC2=CC=CC=C12)NC1=C2N=CN(C2=NC(=N1)C#CC)[C@@H]1SC[C@H]([C@H]1O)O (2R,3R,4S)-2-[6-[[(1S)-indan-1-yl]amino]-2-prop-1-ynyl-purin-9-yl]tetrahydrothiophene-3,4-diol